C(C)(C)(C)C=1C=C(C=C(C1O)C(C)(C)C)CN1C(N(C(N(C1=O)CC1=CC(=C(C(=C1)C(C)(C)C)O)C(C)(C)C)=O)CC1=CC(=C(C(=C1)C(C)(C)C)O)C(C)(C)C)=O 1,3,5-tris(3,5-di-tert-butyl-4-hydroxyphenylmethyl)-1,3,5-triazine-2,4,6(1H,3H,5H)-trione